C1(CC1)CN(C1=NC=C(C=C1C(=O)NC=1SC(=CN1)CC)S(N(C)C)(=O)=O)C 2-[(cyclopropylmethyl)(methyl)amino]-5-(dimethylsulfamoyl)-N-(5-ethyl-1,3-thiazol-2-yl)pyridine-3-carboxamide